5-(2-chloro-4-(trifluoromethyl)phenyl)-6-methyl-1H-indazole ClC1=C(C=CC(=C1)C(F)(F)F)C=1C=C2C=NNC2=CC1C